1-Methyl-3-propylpyrrolium triflat [O-]S(=O)(=O)C(F)(F)F.C[NH+]1C=C(C=C1)CCC